cis-3-((4-(2-Azidopropan-2-yl)-6-chloro-2,7-naphthyridin-1-yl)oxy)-N,N-dimethylcyclobutane-1-sulfonamide N(=[N+]=[N-])C(C)(C)C1=CN=C(C2=CN=C(C=C12)Cl)O[C@H]1C[C@H](C1)S(=O)(=O)N(C)C